4-((3'-(3-(8-oxa-2-azaspiro[4.5]decan-2-yl)propoxy)-2,2'-dimethyl-[1,1'-biphenyl]-3-yl)methoxy)-5-chloro-2-hydroxybenzaldehyde C1N(CCC12CCOCC2)CCCOC=2C(=C(C=CC2)C2=C(C(=CC=C2)COC2=CC(=C(C=O)C=C2Cl)O)C)C